O=C(C(=O)NC=1C2=C(C=NC1)C=NN2)N2[C@H](CC[C@@H](C2)C)C=2C=CC1=C(N=C(S1)C1CC(N(C(C1)(C)C)C)(C)C)C2 2-oxo-N-(1H-pyrazolo[4,3-c]pyridin-7-yl)-2-[(2R,5S)-5-methyl-2-[2-(1,2,2,6,6-pentamethyl-4-piperidyl)-1,3-benzothiazol-5-yl]-1-piperidyl]acetamide